N(=[N+]=[N-])C(C)(C)C1=CN=C(C2=CN=C(C=C12)Cl)OC1CC1 4-(2-azidoprop-2-yl)-6-chloro-1-cyclopropoxy-2,7-naphthyridine